N-(6-bromo-pyridazin-3-yl)-terephthalamic acid methyl ester COC(C1=CC=C(C(=O)NC=2N=NC(=CC2)Br)C=C1)=O